(3S,4S)-8-(9-((3-(difluoromethoxy)-2-fluorophenyl)ethynyl)-7H-imidazo[1,2-c]pyrazolo[4,3-e]pyrimidin-5-yl)-3-methyl-2-oxa-8-azaspiro[4.5]decan-4-amine FC(OC=1C(=C(C=CC1)C#CC1=NNC2=C1C=1N(C(=N2)N2CCC3([C@@H]([C@@H](OC3)C)N)CC2)C=CN1)F)F